[3-(pyridin-3-yl)phenyl]pyrrolidine-3-carboxamide N1=CC(=CC=C1)C=1C=C(C=CC1)N1CC(CC1)C(=O)N